ClC1=C(C=CC=C1)CC(=O)NC1=CC(=C(C=C1)N1N=CC(=C1)C)S(N)(=O)=O 2-(2-Chlorophenyl)-N-[4-(4-methyl-1H-pyrazol-1-yl)-3-sulfamoylphenyl]acetamide